N1=C(C=CC2=CC=CC=C12)C[C@H](C1=C(C=CC=C1)C(F)(F)F)NC(C)=O (R)-N-(2-(quinolin-2-yl)-1-(2-(trifluoromethyl)phenyl)ethyl)acetamide